C(N)(=O)C1=CC2=C(N(C(=N2)C=2C3=C(SC2C(=O)OCC)C=CC=C3Cl)C)C=C1 Ethyl 3-(5-Carbamoyl-1-methyl-1H-benzo[d]imidazol-2-yl)-4-chlorobenzo[b]thiophene-2-carboxylate